N-(4-(chlorodifluoromethoxy)phenyl)-6-(4-(((3-(2,4-dioxotetrahydropyrimidin-1(2H)-yl)pyridin-4-yl)methyl)(methyl)amino)piperidin-1-yl)-5-(1H-pyrazol-3-yl)nicotinamide ClC(OC1=CC=C(C=C1)NC(C1=CN=C(C(=C1)C1=NNC=C1)N1CCC(CC1)N(C)CC1=C(C=NC=C1)N1C(NC(CC1)=O)=O)=O)(F)F